C(C)C=1C(CN(C1)C)C 4-ethyl-1,3-dimethyl-2,3-dihydro-1H-pyrrole